C(C)(=O)OC1CCOCC1 tetrahydro-2H-pyran-4-yl acetate